tert-Butyl N-(4-bromo-2-fluoro-6-nitrophenyl)-N-(tert-butoxycarbonyl)carbamate BrC1=CC(=C(C(=C1)[N+](=O)[O-])N(C(OC(C)(C)C)=O)C(=O)OC(C)(C)C)F